CNCCCN 3-(methyl-amino)-propyl-ammonia